CC1=C(C=C(C=C1)NC(=O)[C@@H]1NCCCC1)C(N[C@H](C)C1=CC(=CC2=CC=CC=C12)C1=CC=NN1)=O |&1:18| (2R)-N-(4-methyl-3-{[(1RS)-1-[3-(1H-pyrazol-5-yl)naphthalen-1-yl]ethyl]carbamoyl}phenyl)piperidine-2-carboxamide